C1(CC1)C(=O)O Cyclopropane-1-carboxylic acid